[15-(4,4-dipentoxybutanoyloxy)-8-[heptylsulfanylcarbonyl-[(1-methyl-4-piperidyl)methyl]amino]pentadecyl] 4,4-dipentoxybutanoate C(CCCC)OC(CCC(=O)OCCCCCCCC(CCCCCCCOC(CCC(OCCCCC)OCCCCC)=O)N(CC1CCN(CC1)C)C(=O)SCCCCCCC)OCCCCC